2-(1,1,3,3-tetramethylbutyl)hydroquinone CC(CC(C)(C)C)(C)C1=C(O)C=CC(=C1)O